tert-butyl N-[2-[2-(4-bromoindazol-2-yl)ethoxy]ethyl]carbamate BrC=1C2=CN(N=C2C=CC1)CCOCCNC(OC(C)(C)C)=O